C1N(CC12CCOCC2)C2C=1C=CC(=NC1CCC2)NC2=NC=NC(=C2)NC2=C(C=CC=C2)S(=O)(=O)C N4-(5-(7-oxa-2-azaspiro[3.5]nonan-2-yl)-5,6,7,8-tetrahydroquinolin-2-yl)-N6-(2-(methylsulfonyl)phenyl)pyrimidine-4,6-diamine